4-(2-(trimethoxysilyl)ethyl)phenol CO[Si](CCC1=CC=C(C=C1)O)(OC)OC